alpha-maltose C([C@@H]1[C@H]([C@@H]([C@H]([C@H](O1)O[C@@H]2[C@H](O[C@@H]([C@@H]([C@H]2O)O)O)CO)O)O)O)O